1-(tert-butyl) 2-methyl (R)-4-(4-amino-1-methyl-6-oxo-1,6-dihydropyrimidin-2-yl)piperazine-1,2-dicarboxylate NC=1N=C(N(C(C1)=O)C)N1C[C@@H](N(CC1)C(=O)OC(C)(C)C)C(=O)OC